FC1=NC(=C2N(C=NC2=N1)C(C)=O)OC1=CC=C(C=C1)C 1-(2-fluoro-6-(p-tolyloxy)-7H-purin-7-yl)ethan-1-one